5,6-dibenzyloxylindole C(C1=CC=CC=C1)OC=1C=C2C=CNC2=CC1OCC1=CC=CC=C1